2-(4-bromo-2-fluorophenyl)acetyl-carbamic acid ethyl ester hydrochloride Cl.C(C)OC(NC(CC1=C(C=C(C=C1)Br)F)=O)=O